2-((2-(2-aminoethyl)-1,2,3,4-tetrahydroisoquinolin-6-yl)amino)-8-cyclopentyl-7-oxo-7,8-dihydropyrido[2,3-d]pyrimidine-6-carbonitrile NCCN1CC2=CC=C(C=C2CC1)NC=1N=CC2=C(N1)N(C(C(=C2)C#N)=O)C2CCCC2